3-((4,4-bis(octyloxy)-butanoyl)oxy)-2-((((3-(diethylamino)propoxy)carbonyl)oxy)methyl)propyl (9Z,12Z)-octadeca-9,12-dienoate C(CCCCCCC\C=C/C\C=C/CCCCC)(=O)OCC(COC(CCC(OCCCCCCCC)OCCCCCCCC)=O)COC(=O)OCCCN(CC)CC